2,4-di(behenyl)benzyl alcohol C(CCCCCCCCCCCCCCCCCCCCC)C1=C(CO)C=CC(=C1)CCCCCCCCCCCCCCCCCCCCCC